tert-butyl 3-[4-cyano-6-[8-ethynyl-7-fluoro-3-(methoxymethoxy)-1-naphthyl]-5-fluoro-3-methyl-2,7-naphthyridin-1-yl]-3,8-diazabicyclo[3.2.1]octane-8-carboxylate C(#N)C1=C(N=C(C2=CN=C(C(=C12)F)C1=CC(=CC2=CC=C(C(=C12)C#C)F)OCOC)N1CC2CCC(C1)N2C(=O)OC(C)(C)C)C